C(#N)CC1(CN(C1)C(=O)OC(C)(C)C)N1N=C(C(=C1)NC(=O)C=1C=NN2C1N=CC=C2)C2=C(C=CC(=C2)SC)OC(F)F tert-butyl 3-(cyanomethyl)-3-[3-[2-(difluoromethoxy)-5-methylsulfanyl-phenyl]-4-(pyrazolo[1,5-a]pyrimidine-3-carbonylamino)pyrazol-1-yl]azetidine-1-carboxylate